O=C1NC(CC[C@H]1C1=C(C=C(C=C1F)N1[C@H](CN(CC1)C(=O)OC(C)(C)C)COC)F)=O tert-butyl (R)-4-(4-((S)-2,6-dioxopiperidin-3-yl)-3,5-difluorophenyl)-3-(methoxymethyl)piperazine-1-carboxylate